4-(1-((tert-butyldimethylsilyl)oxy)-2-(1-methyl-1H-1,2,3-triazol-4-yl)ethyl)-N-(4,4-difluorocyclohexyl)-6-(3-methyl-1H-pyrazol-1-yl)pyridin-2-amine [Si](C)(C)(C(C)(C)C)OC(CC=1N=NN(C1)C)C1=CC(=NC(=C1)N1N=C(C=C1)C)NC1CCC(CC1)(F)F